5-chloro-3-((4-((di-ethylamino)methyl)phenylimino)methyl)-2-hydroxyphenyl 4-methylbenzoate CC1=CC=C(C(=O)OC2=C(C(=CC(=C2)Cl)C=NC2=CC=C(C=C2)CN(CC)CC)O)C=C1